Lithium 6-(oxetan-3-yloxy)-2-naphthoate O1CC(C1)OC=1C=C2C=CC(=CC2=CC1)C(=O)[O-].[Li+]